The molecule is the 5-deoxygenated analogue of D-glucuronic acid. It derives from a D-glucuronic acid. It is a conjugate acid of a 5-deoxy-D-glucuronate. C([C@H]([C@@H]([C@H](C=O)O)O)O)C(=O)O